Methyl 2-(3-chloro-4-methyl-6,7-dihydro-5H-pyrido[2,3-c]pyridazin-8-yl)-5-[3-(2-fluoro-4-iodo-phenoxy)propyl]thiazole-4-carboxylate ClC1=C(C2=C(N=N1)N(CCC2)C=2SC(=C(N2)C(=O)OC)CCCOC2=C(C=C(C=C2)I)F)C